C(\C=C\C(=O)O)(=O)O.CN(C(CCN(CCC[C@@H](C(C)C)N1CC2(C1)CN(CC2)C=2N=CN=NC2OC2=C(C(=O)N(C(C)C)C(C)C)C=C(C=C2)F)C)=O)C (S)-2-((5-(2-(6-((3-(dimethylamino)-3-oxopropyl)(methyl)amino)-2-methylhex-3-yl)-2,6-diazaspiro[3.4]oct-6-yl)-1,2,4-triazin-6-yl)oxy)-5-fluoro-N,N-diisopropylbenzamide fumarate